FC1=C(OC2=C(C=C(C=C2)CS(=O)(=O)C)C=2C=C(C(N(C2)C)=O)C([2H])([2H])[2H])C=CC(=C1)F 5-[2-(2,4-difluorophenoxy)-5-(methanesulfonylmethyl)phenyl]-3-(2H3)methyl-1-methyl-1,2-dihydropyridin-2-one